ClC1=NC=NC=C1 4-chloropyrimidine